[Cu].[Mo].[Mg] magnesium-molybdenum-copper